CN(CCOC(=O)OC(CCOC(CCCCCCCC=CCC=CCCCCC)=O)CCCCCCCCCCCC)C 3-(((2-(dimethylamino)ethoxy)carbonyl)oxy)pentadecyloctadeca-9,12-dienoate